CN1CCC(CC1)COC=1C=NC(=NC1)NC=1C=C2C=CNC2=CC1 N-(5-((1-methylpiperidin-4-yl)methoxy)pyrimidin-2-yl)-1H-indol-5-amine